COC(C1=C(C=C(C(=C1)OCCCN(C(C1=CC(=CC=C1)F)=O)C#CC)OC)NC(CC)=O)=O 5-(3-(3-fluoro-N-propynylbenzamido)propoxy)-4-methoxy-2-propioamidobenzoic acid methyl ester